C1(CCCCCC1)[C@@H](C(=O)NC=1C=NC(=CC1)C=1C(=NOC1C)C)NC(=O)C1=CC=NN1C (S)-N-(1-cycloheptyl-2-((6-(3,5-dimethylisoxazol-4-yl)pyridin-3-yl)amino)-2-oxoethyl)-1-methyl-1H-pyrazole-5-carboxamide